3-(4-(2-(2-fluoro-5-(hydroxy(4,6,7-trifluoro-1H-indol-5-yl)methyl)phenyl)-1H-imidazol-4-yl)-4-methylchroman-8-yl)propanoic acid FC1=C(C=C(C=C1)C(C=1C(=C2C=CNC2=C(C1F)F)F)O)C=1NC=C(N1)C1(CCOC2=C(C=CC=C12)CCC(=O)O)C